(R)-(-)-2,3-O-isopropylideneglycerol CC1(OC[C@H](O1)CO)C